C1(=CC=CC=C1)P(C1=C(C=CC=C1)C1=C(C=CC=C1)N(C)C)C1=CC=CC=C1 2-(diphenylphosphino)-2'-(N,N-dimethylamino)biphenyl